4-(3-fluorophenyl)-1H-benzo[d]imidazole FC=1C=C(C=CC1)C1=CC=CC=2NC=NC21